5-(3,5-dimethyl-4-(2-oxa-6-azaspiro[3.3]hept-6-yl)phenyl)-3-((1-(1-methylpiperidin-4-yl)-1H-pyrazol-4-yl)oxy)pyrazin-2-amine CC=1C=C(C=C(C1N1CC2(COC2)C1)C)C=1N=C(C(=NC1)N)OC=1C=NN(C1)C1CCN(CC1)C